ClC1=C(C=NC(=C1)NC1=NN(C=C1)C)C(CC([2H])([2H])[2H])=O 1-(4-chloro-6-((1-methyl-1H-pyrazol-3-yl)amino)pyridin-3-yl)propan-1-one-3,3,3-d3